C(CCC)N(C1CC(N(C(C1)(C)C)C)(C)C)C1=NC(=NC(=N1)N(CCCC)C1CC(N(C(C1)(C)C)C)(C)C)NCCCCCC(CCCCCNC1=NC(=NC(=N1)N(CCCC)C1CC(N(C(C1)(C)C)C)(C)C)N(CCCC)C1CC(N(C(C1)(C)C)C)(C)C)NC1=NC(=NC(=N1)N(CCCC)C1CC(N(C(C1)(C)C)C)(C)C)N(CCCC)C1CC(N(C(C1)(C)C)C)(C)C 1,6,11-tris[2,4-bis(N-butyl-N-(1,2,2,6,6-pentamethyl-4-piperidyl)amino)s-triazin-6-yl]aminoundecane